C(\C=C\CCC)OC(CCCCC(=O)OCCCCCCN(CCCCCCCC(=O)OCCCCCCCCC)CCO)OC\C=C\CCC nonyl 8-((6-((6,6-bis(((E)-hex-2-en-1-yl)oxy)hexanoyl)oxy)hexyl)(2-hydroxyethyl)amino)octanoate